dibromobenzimidazolone C1=CC2=NC(=O)N=C2C(=C1Br)Br